Decahydro-2,2,6,6,7,8,8-heptamethylindenofuran CC1(OC2C(C1)C1CCC(C(C1C2(C)C)C)(C)C)C